CC1=CC(N=CN1)=O 6-methyl-4-oxo-1,4-dihydropyrimidine